O[C@@H](CONC(C1=C(C(=C(C=C1)F)F)NC1=C(C=C(C=C1)I)F)=O)CO N-[2(R),3-dihydroxypropoxy]-3,4-difluoro-2-(2-fluoro-4-Iodophenylamino)benzamide